COC1(C(OC=2C1(CCC(C2)=O)CC=C)(C2=CC1=C(OCO1)C(=C2)OC)OC)C dimethoxy-2-(7-methoxy-2H-1,3-benzodioxol-5-yl)-3-methyl-3a-(prop-2-en-1-yl)2,3,3a,4,5,6-hexahydro-1-benzofuran-6-one